1-(2,3-difluoropyrazolo[1,5-a]pyrimidin-5-yl)ethan-1-ol FC1=NN2C(N=C(C=C2)C(C)O)=C1F